6-amino-2-(3,6-diazabicyclo[3.2.0]hept-6-yl)-5-((2,3-dichlorophenyl)thio)-3-methylpyrimidin-4(3H)-one NC1=C(C(N(C(=N1)N1C2CNCC2C1)C)=O)SC1=C(C(=CC=C1)Cl)Cl